2-amino-4-(butylamino)-6-(2-fluoro-4-(pyrrolidin-1-ylmethyl)benzyl)pyrido[4,3-d]pyrimidin-5(6H)-one NC=1N=C(C2=C(N1)C=CN(C2=O)CC2=C(C=C(C=C2)CN2CCCC2)F)NCCCC